N1CCC(CC1)C=1C=C(C=CC1)S(=O)(=O)N1CCC(CC1)NC(OC(C)(C)C)=O tert-Butyl (1-((3-(piperidin-4-yl)phenyl)sulfonyl)piperidin-4-yl)carbamate